F[C@H](CNC(=O)C=1C(=C2C(=NC1)SC(=C2)C2=CN=NC=C2)NC(C)C)C(C)(C)O (R)-N-(2-fluoro-3-hydroxy-3-methylbutyl)-4-(isopropylamino)-2-(pyridazin-4-yl)thieno[2,3-b]pyridine-5-carboxamide